FC1=C(C=C(OCC(=O)O)C=C1)N1C(NC2=CC=CC=C2C1)=O 2-(4-fluoro-3-(2-oxo-1,4-dihydroquinazolin-3(2H)-yl)phenoxy)acetic acid